C=C(C(=O)OCCC(OCC(Cl)(Cl)Cl)=O)CC(=O)OC1(CCC1)C1=CC=C(C=C1)S(F)(F)(F)(F)F 1-(3-oxo-3-(2,2,2-trichloroethoxy)propyl) 4-(1-(4-(pentafluoro-λ6-sulfaneyl)phenyl)cyclobutyl) 2-methylenesuccinate